C(C)(C)(C)OC(=O)N1CC(C1)C=O.FC1=CC(=CC2=CN(N=C12)C)NC(=O)C1=NC=C(N=C1)N1CC(C1)CN1C[C@@H](CC1)F (R)-N-(7-fluoro-2-methyl-2H-indazol-5-yl)-5-(3-((3-fluoropyrrolidin-1-yl)methyl)azetidin-1-yl)pyrazine-2-carboxamide tert-Butyl-3-formylazetidine-1-carboxylate